5-[(E)-phenyliminomethyl]pyridine-2-carbonitrile C1(=CC=CC=C1)\N=C\C=1C=CC(=NC1)C#N